methyl (8S)-7-[2-[(5-bromofuran-2-carbonyl)amino]acetyl]-1,4-dioxa-7-azaspiro[4.4]nonane-8-carboxylate BrC1=CC=C(O1)C(=O)NCC(=O)N1CC2(OCCO2)C[C@H]1C(=O)OC